COC=1C=C2C(=CN(C(C2=CC1OC)=O)C1=NOC2=C1C=C(C=C2)C)C(=O)N(C)C 6,7-dimethoxy-N,N-dimethyl-2-(5-methylbenzo[d]isoxazol-3-yl)-1-oxo-1,2-dihydroisoquinoline-4-carboxamide